C(C)OC(C(C(C)NS(=O)(=O)C1=CC(=C(C=C1)NC(C1=C(C=CC=C1)C)=O)C)(C)C)=O 2,2-dimethyl-3-(3-methyl-4-(2-methylbenzamido)benzenesulfonylamino)butyric acid ethyl ester